C(N)(=O)[C@@H]1CC[C@H](CC1)NC(C1=CC=C(C=C1)C1=NC=C(C2=C1C=CN2)F)=O N-(trans-4-carbamoyl-cyclohexyl)-4-(7-fluoro-1H-pyrrolo[3,2-c]pyridin-4-yl)benzamide